8-bromo-6-chloro-imidazo[1,2-b]pyridazine-3-carboxylic acid ethyl ester C(C)OC(=O)C1=CN=C2N1N=C(C=C2Br)Cl